tert-butyl S-(((2S,3R)-6,6,6-trifluoro-3-(((3S)-5-(3-fluorophenyl)-9-methyl-2-oxo-2,3-dihydro-1H-1,4-benzodiazepin-3-yl)carbamoyl)-2-(3,3,3-trifluoropropyl)hexanoyl)amino)-L-cysteinate FC(CC[C@H]([C@@H](C(=O)NSC[C@H](N)C(=O)OC(C)(C)C)CCC(F)(F)F)C(N[C@@H]1C(NC2=C(C(=N1)C1=CC(=CC=C1)F)C=CC=C2C)=O)=O)(F)F